(3E)-4-(2,6,6-trimethyl-2-cyclohexen-1-yl)-3-buten-2-one CC=1C(C(CCC1)(C)C)/C=C/C(C)=O